8,2'-diprenylquercetin C(C=C(C)C)C1=C(C=C(C=2C(C(=C(OC12)C1=C(C(O)=C(O)C=C1)CC=C(C)C)O)=O)O)O